2-Benzoylamino-2-phenyl-3-(2-naphthyl)-glutaric acid C(C1=CC=CC=C1)(=O)NC(C(=O)O)(C(CC(=O)O)C1=CC2=CC=CC=C2C=C1)C1=CC=CC=C1